(4-amino-1-(3-(2-amino-6-chloropyridin-4-yl)-1H-pyrazolo[3,4-b]pyrazin-6-yl)piperidin-4-yl)-methanol trifluoroacetate FC(C(=O)O)(F)F.NC1(CCN(CC1)C1=CN=C2C(=N1)NN=C2C2=CC(=NC(=C2)Cl)N)CO